allyloxysulfonate C(C=C)OS(=O)(=O)[O-]